C(C)NCCN(C)C ethyl-N,N-dimethyl-ethylenediamine